CC1=C(C=CC=C1C=1N=C2N(N=C(C=C2)CN2CCCCC2)C1)C1=CC=CC=C1 (S)-1-((2-(2-Methylbiphenyl-3-yl)imidazo[1,2-b]pyridazin-6-yl)methyl)piperidine